2-(2-(ethylthio)indolizin-3-yl)-3-methyl-6-(trifluoromethyl)-3H-imidazo[4,5-b]pyridine C(C)SC=1C=C2C=CC=CN2C1C1=NC=2C(=NC=C(C2)C(F)(F)F)N1C